2-[4-[(1-ethyl-3-piperidyl)amino]-6,7-dihydro-5H-cyclopenta[d]pyridazin-1-yl]-5-methyl-sulfonyl-phenol C(C)N1CC(CCC1)NC=1C2=C(C(=NN1)C1=C(C=C(C=C1)S(=O)(=O)C)O)CCC2